NCC=1C=C(C=CC1)C=1C=C(C2=C(C(=CO2)COC2=C(C=CC=C2)CC(=O)OCC)C1)C1=CN(C2=CC=CC=C12)C(=O)OC(C)(C)C tert-butyl 3-(5-(3-(aminomethyl) phenyl)-3-((2-(2-ethoxy-2-oxoethyl) phenoxy) methyl) benzofuran-7-yl)-1H-indole-1-carboxylate